4-amino-N'-(2,2-difluoropropanoyl)-N',1-dimethyl-N-((5-(trifluoromethyl)pyridin-2-yl)methyl)-1H-pyrazolo[4,3-c]quinoline-8-carbohydrazide NC1=NC=2C=CC(=CC2C2=C1C=NN2C)C(=O)N(N(C)C(C(C)(F)F)=O)CC2=NC=C(C=C2)C(F)(F)F